[O-]S(=O)(=O)C(F)(F)F.F[N+]1=C(C=C(C=C1C)C)C N-fluoro-2,4,6-trimethylpyridinium triflate